C(C1=CC=CC=C1)(=O)OCC(C)OCCCCC(COC1=C(C=C(C=C1)I)C(=O)OCCC)I 5-iodo-2-[6-(4-iodo-2-propoxycarbonyl-phenoxy) hexyloxy]Propyl benzoate